(S)-7-((3-(((tert-butyldimethylsilyl)oxy)methyl)-4-methyl-1H-pyrazol-1-yl)methyl)-4-(cyclopropylethynyl)-4-(1,1-difluoroethyl)-6-fluoro-3,4-dihydroquinazolin-2(1H)-one [Si](C)(C)(C(C)(C)C)OCC1=NN(C=C1C)CC1=C(C=C2[C@](NC(NC2=C1)=O)(C(C)(F)F)C#CC1CC1)F